C1(=CC=CC=C1)C(C)NC(C)C1=CC=CC=C1 di-(alpha-phenylethyl)amine